5-(2,4-Difluorophenyl)-1,3,3,5,7-pentamethyloctahydrobenzo[c]isoxazol FC1=C(C=CC(=C1)F)C1(CC2C(N(OC2(C)C)C)C(C1)C)C